N(N)C=1C=CC(=C(C1)C1=NN=C(N1CC1=CC=C(C=C1)OC)C)OC 3-(5-hydrazino-2-methoxyphenyl)-4-(4-methoxybenzyl)-5-methyl-4H-1,2,4-triazole